ClC1=CC(=C(COC2=CC=CC(=N2)C2CCN(CC2)CC2=NC=C(C(=O)OC)C=C2C)C=C1)F methyl 6-((4-(6-((4-chloro-2-fluorobenzyl) oxy) pyridin-2-yl) piperidin-1-yl) methyl)-5-methylnicotinate